BrC1=C2C=CC(NC2=C(C=C1)C#N)=O 5-Bromo-2-oxo-1,2-dihydroquinoline-8-carbonitrile